C(C=C)N1C(N(CCC1)C1=CC=C(C=C1)CO[Si](C1=CC=CC=C1)(C1=CC=CC=C1)C(C)(C)C)=O 1-allyl-3-(4-(((tert-butyldiphenylsilyl)oxy)methyl)-phenyl)tetrahydropyrimidin-2(1H)-one